The molecule is an iron(III) hydroxamate isolated from fungi and bacteria including Penicillium species and Neurospora crassa. It is a growth factor for coprophilous fungi. It has a role as a Penicillium metabolite. It is a Fe(III)-complexed hydroxamate siderophore and a homoallylic alcohol. It contains a desferricoprogen(3-). C/C(=C\\C(=O)N(CCC[C@H]1C(=O)N[C@H](C(=O)N1)CCCN(C(=O)/C=C(\\C)/CCOC(=O)[C@H](CCCN(C(=O)/C=C(\\C)/CCO)[O-])NC(=O)C)[O-])[O-])/CCO.[Fe+3]